2-(5-methoxy-1H-pyrrolo[3,2-b]pyridin-3-yl)ethanamine COC1=CC=C2C(=N1)C(=CN2)CCN